nickel-cobalt glycerol OCC(O)CO.[Co].[Ni]